3-amino-5-(3,6-diazabicyclo[3.1.1]heptan-3-yl)-4-chlorobenzonitrile NC=1C=C(C#N)C=C(C1Cl)N1CC2NC(C1)C2